C(C)(C)(C)OC(=O)N1CCC(=CC1)C1=C(C=C2C(=NN(C2=C1)C)C1C(NC(CC1)=O)=O)C(F)(F)F tert-butyl-4-[3-(2,6-dioxo-3-piperidyl)-1-methyl-5-(trifluoromethyl)indazol-6-yl]-3,6-dihydro-2H-pyridine-1-carboxylate